Sodium acrylamido tert-butylsulfonate C(C)(C)(C)S(=O)(=O)ONC(C=C)=O.[Na]